ClC1=CC=C(S1)CNC1=CC(=NN1C(C1=C(C=CC=C1)OC)=O)C1CCN(CC1)C(C)=O 1-[4-(5-[(5-chlorothiophen-2-yl)methyl]amino-1-(2-methoxybenzoyl)-1H-pyrazol-3-yl)piperidin-1-yl]ethan-1-one